2,5-Diethyltoluenediamine C(C)C1=C(C(N)N)C=C(C=C1)CC